C(C=CC1=CC=CC=C1)C1=C(OC2=CC=CC=C2C1=O)C1=CC=CC=C1 cinnamyl-flavone